3-(1-(tert-butoxycarbonyl)-6-(2,6-dimethylpyridin-4-yl)-3-methyl-1H-indol-2-yl)benzoic acid C(C)(C)(C)OC(=O)N1C(=C(C2=CC=C(C=C12)C1=CC(=NC(=C1)C)C)C)C=1C=C(C(=O)O)C=CC1